2,2-difluoropent-4-en-1-yl triflate O(S(=O)(=O)C(F)(F)F)CC(CC=C)(F)F